((3R,7aS)-3-(((tert-butyldiphenylsilyl)oxy)methyl)hexahydro-1H-pyrrolizin-7a-yl)methanol [Si](C1=CC=CC=C1)(C1=CC=CC=C1)(C(C)(C)C)OC[C@H]1CC[C@@]2(CCCN12)CO